FC(CN1N=CC(=C1)C(=C)N1NC2=CC=C(C=C2C1)C=1C=C(C=CC1)S(=O)(=O)N)(F)F 3-(2-(1-(1-(2,2,2-trifluoroethyl)-1H-pyrazol-4-yl)vinyl)-1H-indazol-5-yl)benzenesulfonamide